tert-Butyl N-tert-butoxycarbonyl-N-[5-[[2-chloro-5-[[(1R,3R)-2,2-dichloro-3-(3-chloro-4-fluoro-phenyl)cyclopropanecarbonyl]amino]-3-fluoro-benzoyl]amino]-2,4-difluoro-phenyl]carbamate C(C)(C)(C)OC(=O)N(C(OC(C)(C)C)=O)C1=C(C=C(C(=C1)NC(C1=C(C(=CC(=C1)NC(=O)[C@@H]1C([C@H]1C1=CC(=C(C=C1)F)Cl)(Cl)Cl)F)Cl)=O)F)F